2-hydroxy-4-pyridinecarboxylic acid OC1=NC=CC(=C1)C(=O)O